C1(CC1)S(=O)(=O)NC1=NC=CC(=N1)C(C(=O)NC1=C(C=C(C(=C1)F)C1=NC(=CN=C1)OCC)C)(C)C 2-(2-(cyclopropanesulfonylamino)pyrimidin-4-yl)-N-(4-(6-ethoxypyrazin-2-yl)-5-fluoro-2-methylphenyl)-2-methylpropanamide